N1CC(C1)[C@@H]1CN(CCC1)C1CC(C1)(C(=O)OC)C methyl 3-[(3R)-3-(azetidin-3-yl)piperidin-1-yl]-1-methylcyclobutane-1-carboxylate